3-(bromomethyl)-6H-benzo[c]chromene BrCC1=CC=C2C3=C(COC2=C1)C=CC=C3